2-hydroxy-3-fluorobenzonitrile OC1=C(C#N)C=CC=C1F